(5-chloro-4-((2-(methylcarbamoyl)phenyl)amino)pyrimidin-2-yl)ammonia ClC=1C(=NC(=NC1)N)NC1=C(C=CC=C1)C(NC)=O